(2-{[5-(4-chlorobenzamido)-2-[(4-chlorophenyl)methyl]-3-oxo-1,2,4-thiadiazolidin-4-yl]methoxy}-2-oxoethyl)(methyl)azanium trifluoroacetate FC(C(=O)[O-])(F)F.ClC1=CC=C(C(=O)NC2N(C(N(S2)CC2=CC=C(C=C2)Cl)=O)COC(C[NH2+]C)=O)C=C1